Methyl N-(2-(4-(6-((tert-butoxycarbonyl)amino)hexanamido)piperidin-1-yl)thiazole-4-carbonyl)-O-(tert-butyldimethylsilyl)-L-serinate C(C)(C)(C)OC(=O)NCCCCCC(=O)NC1CCN(CC1)C=1SC=C(N1)C(=O)N[C@@H](CO[Si](C)(C)C(C)(C)C)C(=O)OC